ClC1=C(C=CC=C1)C1=NN2C(N=C(C=C2O)O)=C1C1=CC=C(C=C1)Cl 2-(2-chlorophenyl)-3-(4-chlorophenyl)pyrazolo[1,5-a]pyrimidine-5,7-diol